6-chloro-3-(4-methoxyphenyl)indolin-2-one ethyl-(S)-3-((tert-butoxycarbonyl)amino)-3-(4'-chloro-2'-((3,4-dimethoxybenzyl)oxy)-4-fluoro-5,6'-dimethyl-[1,1'-biphenyl]-3-yl)propanoate C(C)OC(C[C@@H](C=1C=C(C=C(C1F)C)C1=C(C=C(C=C1C)Cl)OCC1=CC(=C(C=C1)OC)OC)NC(=O)OC(C)(C)C)=O.ClC1=CC=C2C(C(NC2=C1)=O)C1=CC=C(C=C1)OC